FC(C(=O)O)(F)F.CC(C(=O)O)(C)C1=CC=C(C=C1)N1C[C@@H]2CNCC[C@@H]2C1=O Cis-2-methyl-2-(4-((3aS,7aS)-1-oxooctahydro-2H-pyrrolo[3,4-c]pyridin-2-yl)phenyl)propanoic acid trifluoroacetate